Methyl (2,6-dihydroxy-5'-methyl-4-pentyl-1',2',3',4'-tetrahydro-[1,1'-biphenyl]-3-carbonyl)-D-prolinate OC1=C(C(=CC(=C1C(=O)N1[C@H](CCC1)C(=O)OC)CCCCC)O)C1CCCC(=C1)C